triformyl-benzene C(=O)C=1C(=C(C=CC1)C=O)C=O